(S)-3,5'-dichloro-4-(((R)-3,5-difluoropyridin-2-yl)ethoxy)-2'-(2-(2-hydroxypropan-2-yl)thiazol-4-yl)-6-methyl-2H-[1,4'-bipyridin]-2-one ClC=1C(N(C(=CC1OCCC1=NC=C(C=C1F)F)C)C1=CC(=NC=C1Cl)C=1N=C(SC1)C(C)(C)O)=O